COC1=C(C(=O)O)C=CC=C1.C(C)(=O)C=1C(=CC(=NC1)Cl)NC=1C(=C(C(=O)OC)C=CC1)OC methyl 3-((5-acetyl-2-chloropyridin-4-yl)amino)-2-methoxybenzoate methoxybenzoate